C(C)OC(=O)C1=C[C@H]([C@@H]([C@H](C1)O)Cl)OC(CC)CC (3R,4R,5S)-4-chloro-5-hydroxy-3-(pentane-3-yloxy)-cyclohex-1-ene-1-carboxylic acid ethyl ester